OC1=CC=CC=C1 Hydroxybenzene